methyl 3,5-dihydroxy-benzoate OC=1C=C(C(=O)OC)C=C(C1)O